CC1(CN(CC1)C(=O)OC(C)(C)C)C#CC1=CC=C(C=C1)C(F)(F)F Tert-butyl 3-methyl-3-{2-[4-(trifluoromethyl)phenyl]ethynyl}pyrrolidine-1-carboxylate